FC=1C=C(C=CC1)C=1C=C2CC(C(C2=CC1)NC(O[C@@H]1CN2CCC1CC2)=O)(C)C (S)-quinuclidin-3-yl (5-(3-fluorophenyl)-2,2-dimethyl-2,3-dihydro-1H-inden-1-yl)carbamate